OC=1C=C2C(=CNC2=CC1)C(C=1C=C(C(=C(C1)O)O)O)C1=CNC2=CC=C(C=C12)O 5-(bis(5-hydroxy-1H-indol-3-yl)methyl)benzene-1,2,3-triol